C1(=C(C=CC=C1)P1C(CC2(OCCO2)CC1(C)C)(C)C)C1=CC=CC=C1 8-([1,1'-biphenyl]-2-yl)-7,7,9,9-tetramethyl-1,4-dioxa-8-phosphaspiro[4.5]decane